N-(1-methyl-3-(1-methyl-1H-benzo[d]imidazol-7-yl)-4-(trifluoromethyl)-1H-pyrazol-5-yl)-2-(trifluoromethyl)isonicotinamide CN1N=C(C(=C1NC(C1=CC(=NC=C1)C(F)(F)F)=O)C(F)(F)F)C1=CC=CC2=C1N(C=N2)C